FC(OC1=CC=C(C=C1)N1N=C(N=C1)C1CCC(CC1)CO)(F)F (4-(1-(4-(trifluoromethoxy)phenyl)-1H-1,2,4-triazol-3-yl)cyclohexyl)methanol